4-(bis(2-((2-(ethylsulfanyl)ethyl)thio)ethyl)amino)benzaldehyde C(C)SCCSCCN(C1=CC=C(C=O)C=C1)CCSCCSCC